1-benzyl-N-[(6S)-2-[2-(3,3-difluoroazetidin-1-yl)ethyl]-4-methyl-5-oxo-7,8-dihydro-6H-pyrazolo[1,5-a][1,3]diazepin-6-yl]-1,2,4-triazole-3-carboxamide C(C1=CC=CC=C1)N1N=C(N=C1)C(=O)N[C@@H]1C(N(C=2N(CC1)N=C(C2)CCN2CC(C2)(F)F)C)=O